5-(((tert-butyldimethylsilyl)oxy)methyl)-5-methyl-7-(1-methyl-1H-pyrazol-3-yl)-2-(methylsulfinyl)-6,7-dihydro-5H-pyrrolo[2,3-d]pyrimidine [Si](C)(C)(C(C)(C)C)OCC1(CN(C=2N=C(N=CC21)S(=O)C)C2=NN(C=C2)C)C